C(=O)(O)[C@H](CC(=O)C1=CC2=C(S1)C=C(C(=C2)CCCCOC2=C1CN(CC1=CC(=C2)OC)C(C[C@@H](C(=O)O)C)=O)OC)C (S)-4-(4-(4-(2-((S)-3-carboxybutanoyl)-6-methoxybenzo[b]thiophen-5-yl)butoxy)-6-methoxy-isoindolin-2-yl)-2-methyl-4-oxobutanoic acid